1,1-dimethyl-3-(6-oxo-6-(prop-2-ynylamino)hexyl)-2-((1E,3E,5E)-5-(1,1,3-trimethyl-1H-benzo[e]indol-2(3H)-ylidene)penta-1,3-dienyl)-1H-benzo[e]indolium chloride [Cl-].CC1(C(=[N+](C=2C=CC3=C(C12)C=CC=C3)CCCCCC(NCC#C)=O)\C=C\C=C\C=C/3\N(C=1C=CC2=C(C1C3(C)C)C=CC=C2)C)C